5-(5-((1-(1,1-difluoroethyl)cyclopropyl)ethynyl)-3,4-dihydroquinolin-1(2H)-yl)-7-fluoro-1-methyl-[1,2,4]triazolo[4,3-a]quinazoline FC(C)(F)C1(CC1)C#CC1=C2CCCN(C2=CC=C1)C1=NC=2N(C3=CC=C(C=C13)F)C(=NN2)C